N1-Hydroxy-N3-(4-((4-(3-(trifluoromethyl)phenyl)piperazin-1-yl)sulfonyl)phenyl)malonamide ONC(CC(=O)NC1=CC=C(C=C1)S(=O)(=O)N1CCN(CC1)C1=CC(=CC=C1)C(F)(F)F)=O